ClC=1C(=C(C(=CC1)N1N=NN=C1)C1=CC(N2C(CCC2C1)C=1NC(=C(N1)C)C1=C(C(=NC=C1)CO)F)=O)F 7-(3-chloro-2-fluoro-6-(1H-tetrazol-1-yl)phenyl)-3-(5-(3-fluoro-2-(hydroxymethyl)pyridin-4-yl)-4-methyl-1H-imidazol-2-yl)-2,3,8,8a-tetrahydroindolizin-5(1H)-one